(S)-tert-butyl 2-(1-amino-5-carbamoyl-4-(4-((4-methylpyridin-2-yl)carbamoyl)phenyl)-1H-imidazol-2-yl)pyrrolidine-1-carboxylate NN1C(=NC(=C1C(N)=O)C1=CC=C(C=C1)C(NC1=NC=CC(=C1)C)=O)[C@H]1N(CCC1)C(=O)OC(C)(C)C